Cl.N[C@@H](CC(=O)OCC)C=1C=C(C=C(C1F)Cl)C1=C(C=CC=C1C)O ethyl (3S)-3-amino-3-{5-chloro-4-fluoro-2'-hydroxy-6'-methyl-[1,1'-biphenyl]-3-yl}propanoate hydrochloride